C(C)OC=1C=C(C=2N(C1)N=C1C2C=NN1)C=1C=CC(=NC1)N1CCC2(CN(C2)C(=O)OC(C)(C)C)CC1 tert-butyl 7-(5-(6-ethoxy-1H-pyrazolo[3',4':3,4]pyrazolo[1,5-a]pyridin-4-yl)pyridin-2-yl)-2,7-diazaspiro[3.5]nonane-2-carboxylate